O1C=C(C2=C1COCC2)C=2C1=C(N=C(N2)OC[C@]23CCCN3C[C@@H](C2)F)C(=C(N=C1)C1=CC(=CC2=CC=C(C(=C12)C#C)F)O)F 4-[4-(4,7-dihydro-5H-furo[2,3-c]pyran-3-yl)-8-fluoro-2-{[(2R,7aS)-2-fluorotetrahydro-1H-pyrrolizin-7a(5H)-yl]methoxy}pyrido[4,3-d]pyrimidin-7-yl]-5-ethynyl-6-fluoronaphthalen-2-ol